C1CN1C1N=C(N2CC2)N=C(N2CC2)N=1 TRIETHyLENEMELAMINE